(1S,4R)-4-(2-amino-6-methoxypurin-9-yl)-1-ethylcyclopent-2-en-1-ol NC1=NC(=C2N=CN(C2=N1)[C@H]1C=C[C@](C1)(O)CC)OC